tert-butyl 7-(1-(4-(5-(difluoromethyl)-1,3,4-oxadiazol-2-yl)-2-fluorobenzyl)-1H-1,2,3-triazol-4-yl)-3,4-dihydroisoquinolin-2(1H)-carboxylate FC(C1=NN=C(O1)C1=CC(=C(CN2N=NC(=C2)C2=CC=C3CCN(CC3=C2)C(=O)OC(C)(C)C)C=C1)F)F